3-(6-(2-(2-fluoro-5-(trifluoro-methoxy)benzyl)-2H-tetrazol-5-yl)pyridin-2-yl)-3-hydroxybutane-2-sulfonamide FC1=C(CN2N=C(N=N2)C2=CC=CC(=N2)C(C(C)S(=O)(=O)N)(C)O)C=C(C=C1)OC(F)(F)F